2-(7-(4-(ethylamino)-3-(trifluoromethyl)benzyloxy)-1,2,3,4-tetrahydrocyclopenta[b]indol-3-yl)acetic acid C(C)NC1=C(C=C(COC2=CC=3C4=C(NC3C=C2)C(CC4)CC(=O)O)C=C1)C(F)(F)F